[C@H]1([C@@H](O)[C@@H](O)[C@H](O)[C@H](O1)CO)OCCNCCCCC ({2-[(α-D-mannopyranosyl)oxy]ethyl}amino)pentan